ethyl 2-(4-bromo-1H-1,2,3-triazol-1-yl)-3-methylbutanoate BrC=1N=NN(C1)C(C(=O)OCC)C(C)C